FC1(CNCC1)CNC1=NN(C(=C1)C1=CC=C(C=C1)C)C1=CC=C(C#N)C=C1 4-[3-[(3-fluoropyrrolidin-3-yl)methylamino]-5-(4-methylphenyl)pyrazol-1-yl]benzonitrile